(6-(methoxycarbonyl)-1H-benzimidazole-2-yl)benzenesulfonic acid sodium [Na].COC(=O)C=1C=CC2=C(NC(=N2)C2=C(C=CC=C2)S(=O)(=O)O)C1